N1=CC=C(C2=CC=CC=C12)C=1C=NN2C1N=CC(=C2)C2=CC=C(C=C2)N2CCN(CC2)CC2=C(C=CC=C2)C2C(NC(CC2)=O)=O 3-(2-((4-(4-(3-(quinolin-4-yl)pyrazolo[1,5-a]pyrimidin-6-yl)phenyl)piperazin-1-yl)methyl)phenyl)piperidine-2,6-dione